methyl 4-((2S)-1-(tert-butylsulfinyl)aziridin-2-yl)benzoate Methyl-(E)-4-(((tert-butylsulfinyl)imino)methyl)benzoate COC(C1=CC=C(C=C1)/C=N/S(=O)C(C)(C)C)=O.C(C)(C)(C)S(=O)N1[C@H](C1)C1=CC=C(C(=O)OC)C=C1